O=C1N(CCC(N1)=O)C=1C2=C(N=CN1)OC(=C2)C#CCNC(C2=NC=CC=C2)=O N-(3-(4-(2,4-dioxotetrahydropyrimidin-1(2H)-yl)furo[2,3-d]pyrimidin-6-yl)prop-2-yn-1-yl)picolinamide